C(C)OC1=C(C(=C(C=O)C=C1)OCC)C (diethoxy)3-methylbenzaldehyde